Diethyl ((2E,4E)-hexa-2,4-dienoyl)-L-glutamate C(\C=C\C=C\C)(=O)N[C@@H](CCC(=O)OCC)C(=O)OCC